ClC=1C=C(C=CC1)[C@@H](C=1C=C(OC1)C(=O)C=1C=NC=NC1)O 5-{4-[(S)-(3-chlorophenyl)(hydroxy)methyl]-2-furoyl}pyrimidin